7-chloro-3-{6-[(S)-(tetrahydrofuran-3-yl)oxymethyl]pyridin-2-ylmethyl}-3H-[1,2,3]triazolo[4,5-d]pyrimidin-5-ylamine ClC=1C2=C(N=C(N1)N)N(N=N2)CC2=NC(=CC=C2)CO[C@@H]2COCC2